2,2,4,4,6,6,8,8-octakis(1-methylethyl)cyclotetrasiloxane CC(C)[Si]1(O[Si](O[Si](O[Si](O1)(C(C)C)C(C)C)(C(C)C)C(C)C)(C(C)C)C(C)C)C(C)C